sulfydryl-hexanol SC(CCCCC)O